ClC1=CC=C(C=C1)[C@H](C(=O)O[C@H](C1=CC(=CC=C1)OC1=CC=CC=C1)C#N)C(C)C |r| (RS)-alpha-Cyano-3-phenoxybenzyl (RS)-2-(4-chlorophenyl)-3-methylbutyrate